Cl.C(C)N=CNCCCN(C)C 3-(ethyliminomethylamino)-N,N-dimethyl-propane-1-amine hydrochloride